C1(CC1)N1N=C(N=C1)C=1C=NC=C(C1)[C@](C1(CNC1)C)(C1=CC=C(C=C1)C(C)C)O 2-Cyclopropyl-5-{5-[(R)-hydroxy-(4-isopropyl-phenyl)-(3-methyl-azetidin-3-yl)-methyl]-pyridin-3-yl}-2H-[1,2,4]triazol